ethyl (2S,3R)-3-((tert-butoxycarbonyl) amino)-2-((3-nitropyridin-2-yl)thio)-3-phenylpropanoate C(C)(C)(C)OC(=O)N[C@@H]([C@@H](C(=O)OCC)SC1=NC=CC=C1[N+](=O)[O-])C1=CC=CC=C1